CN1C(C2=CN=CC=C2C(=C1)B1OC(C(O1)(C)C)(C)C)=O 2-Methyl-4-(4,4,5,5-tetramethyl-1,3,2-dioxaborolan-2-yl)-2,7-naphthyridin-1(2H)-one